NC1=C(C2=C(C=3N(C(=C2)C)N=CN3)N1C1=C(C(=CC=C1C)O)C)C(=O)N 8-amino-9-(3-hydroxy-2,6-dimethylphenyl)-5-methyl-9H-pyrrolo[2,3-c][1,2,4]triazolo[1,5-a]pyridine-7-carboxamide